5-(4-(trifluoromethyl)phenoxy)pyridin-3-amine FC(C1=CC=C(OC=2C=C(C=NC2)N)C=C1)(F)F